2,4,6-tri-2-pyridinyl-1,3,5-triazine N1=C(C=CC=C1)C1=NC(=NC(=N1)C1=NC=CC=C1)C1=NC=CC=C1